2-[5-[[[(1,1-dimethylethyl)diphenylsilyl]oxy]methyl]-3-isoxazolyl]phenol CC(C)(C)[Si](OCC1=CC(=NO1)C1=C(C=CC=C1)O)(C1=CC=CC=C1)C1=CC=CC=C1